BrC=1C=C(C=CC1)C1(CC(C1)(OC)OC)C=1N(C(=NN1)S)C 5-[1-(3-bromophenyl)-3,3-dimethoxy-cyclobutyl]-4-methyl-1,2,4-triazole-3-thiol